N-((5-(2,6-dioxopiperidin-3-yl)-4-oxo-5,6-dihydro-4H-thieno[3,4-c]pyrrol-1-yl)methyl)-2-(4-(1-methylpiperidin-4-yl)phenyl)-2-oxoacetamide O=C1NC(CCC1N1CC=2C(C1=O)=CSC2CNC(C(=O)C2=CC=C(C=C2)C2CCN(CC2)C)=O)=O